[Na+].C(=C)C1=C(C=CC=C1)B([O-])[O-].[Na+] 2-vinylphenylboronic acid sodium salt